C(C)S(=O)(=O)C1=CC=C(CNC(C2=CC(=C(C=C2)F)[N+](=O)[O-])=O)C=C1 N-(4-(ethylsulfonyl)benzyl)-4-fluoro-3-nitrobenzamide